BrCC(=O)C1=C(C=CC(=C1)OC)Cl 2-bromo-1-(2-chloro-5-methoxyphenyl)ethan-1-one